1-{(1R,5R,7R,8S)-8-(benzyloxy)-5-[(benzyloxy)methyl]-6-oxa-2-azabicyclo[3.2.1]Oct-7-yl}-5-methylpyrimidine-2,4(1H,3H)-dione C(C1=CC=CC=C1)O[C@H]1[C@H]2NCC[C@@]1(O[C@H]2N2C(NC(C(=C2)C)=O)=O)COCC2=CC=CC=C2